Tert-Butyl (3R)-3-((6-((8-(heptadecan-9-yloxy)-8-oxooctyl)(6-oxo-6-(undecyloxy)hexyl)amino)-5-Hydroxyhexyl)carbamoyl)pyrrolidine-1-carboxylate CCCCCCCCC(CCCCCCCC)OC(CCCCCCCN(CC(CCCCNC(=O)[C@H]1CN(CC1)C(=O)OC(C)(C)C)O)CCCCCC(OCCCCCCCCCCC)=O)=O